C1CC12CCC(CC2)CO spiro[2.5]oct-6-ylmethanol